C1(=C(C(=C(C(=C1[2H])[2H])[2H])[2H])[2H])C1=C(C(=C(C(=C1)[2H])[2H])[2H])[2H] biphenyl-d9